N=1C=CN2C1CCCC2 5H,6H,7H,8H-imidazo[1,2-a]pyridine